methyl-(2R,3S)-3-((methylsulfonyl)amino)-2-(((cis-4-phenylcyclohexyl)oxy)methyl)piperidine CN1[C@H]([C@H](CCC1)NS(=O)(=O)C)CO[C@@H]1CC[C@@H](CC1)C1=CC=CC=C1